spiro[indoline-3,4'-piperidine]-2-one N1CCC2(CC1)C(NC1=CC=CC=C12)=O